C(C)(C)(C)OC(=O)N1C[C@H]([C@@H](CC1)C(=O)O)F trans-1-(tert-butoxycarbonyl)-3-fluoropiperidine-4-carboxylic acid